FC=1C=C(OCC2[C@H]3CNC[C@@H]23)C=C(C1)F (1r,5s,6r)-6-(3,5-difluorophenoxymethyl)-3-azabicyclo[3.1.0]Hexane